(S)-2-methyl-N-((R)-1-(3-(2-(trifluoromethyl)pyridin-4-yl)isoxazol-5-yl)ethyl)propane-2-sulfinamide CC(C)(C)[S@](=O)N[C@H](C)C1=CC(=NO1)C1=CC(=NC=C1)C(F)(F)F